phenanthren-7-one C1=CC=CC=2C3=CCC(C=C3C=CC12)=O